C(C)(C)(C)C=1C=C(C=C(C1O)CC1=CC(=C(C(=C1)C)O)C(C)(C)C)CCC(=O)OC Methyl 3-(3-(tert-butyl)-5-(3-(tert-butyl)-4-hydroxy-5-methylbenzyl)-4-hydroxyphenyl)propanoate